COC=1N=C(C2=C(N1)C1=C(O2)C=CC=C1)N1[C@@H](CCC1)C(=O)O (2-methoxybenzofuro[3,2-d]pyrimidin-4-yl)-L-proline